CC=1C=C(C(=C)C)C=CC1C 3,4-dimethyl-α-methylstyrene